CC(CCCCC(=O)C1CCCC(=O)NC1)(C)C 5-trimethylhexanoyl-caprolactam